OC1=CC(=CC=2C(C3=CC=CC(=C3C(C12)=O)O)=O)C(=O)NCCCC1=CC=NC=C1 4,5-dihydroxy-9,10-dioxo-N-(3-(pyridin-4-yl)propyl)-9,10-dihydroanthracene-2-carboxamide